[Cl-].C(C1=CC=CC=C1)[Zn+] benzylzinc (II) chloride